C(C)(C)(C)OC(NS(NCC1=CC=C(C=C1)C1=NN(C(C2=CC(=CC=C12)OC)=O)C)(=O)=O)=O (N-(4-(6-methoxy-3-methyl-4-oxo-3,4-dihydro-phthalazin-1-yl)benzyl)sulfamoyl)carbamic acid tert-butyl ester